3-[4-(5-Cyclopropylcarbamoyl-2-methyl-phenyl)-pyrazol-1-yl]-imidazo[1,2-a]pyridine-6-carboxylic acid methylamide CNC(=O)C=1C=CC=2N(C1)C(=CN2)N2N=CC(=C2)C2=C(C=CC(=C2)C(NC2CC2)=O)C